Itaconimid C1(C(=C)CC(N1)=O)=O